C(C=C)C1COC2(N(C1=O)C)C=CC(C=C2)=O 3-allyl-5-methyl-1-oxa-5-azaspiro[5.5]undec-7,10-diene-4,9-dione